BrC1=CC(=CC(=N1)NC(=O)[C@H]1N([C@@H]2C[C@@]2(C1)CN(C(CCCC=C)=O)C)C(=O)OC(C)(C)C)F (1R,3S,5R)-tert-Butyl 3-((6-bromo-4-fluoropyridin-2-yl)carbamoyl)-5-((N-methylhex-5-enamido)methyl)-2-azabicyclo[3.1.0]hexane-2-carboxylate